5-((1S)-1-(8-(1-(benzyloxy)ethyl)-6-chloro-4-methyl-1,1-dioxido-3,4-dihydro-2H-benzo[e][1,2,4]thiadiazin-2-yl)-2-(6-fluoro-2,3-dimethylphenyl)propyl)-1,3,4-oxadiazol-2(3H)-one C(C1=CC=CC=C1)OC(C)C1=CC(=CC=2N(CN(S(C21)(=O)=O)[C@@H](C(C)C2=C(C(=CC=C2F)C)C)C2=NNC(O2)=O)C)Cl